CC12NC=3C=CC(=CC3C=C1CCC2)C#N 3a-Methyl-2,3,3a,4-tetrahydro-1H-cyclopenta[b]quinoline-7-carbonitrile